α-hydroxymyristate OC(C(=O)[O-])CCCCCCCCCCCC